C1=CC=C(C=2SC3=C(C21)C=CC=C3)C3=CC=C(C=C3)C3=CC=CC=C3 4'-(Dibenzothien-4-yl)-[1,1'-Biphenyl]